N-[4-(3-chloro-2-fluoro-anilino)-7-[2-[(3R)-1,3-dimethylpyrrolidin-3-yl]ethynyl]-quinazolin-6-yl]-2-methyl-prop-2-enamide ClC=1C(=C(NC2=NC=NC3=CC(=C(C=C23)NC(C(=C)C)=O)C#C[C@@]2(CN(CC2)C)C)C=CC1)F